2-pyridineformaldehyde oxime sodium salt [Na].N1=C(C=CC=C1)C=NO